O1C(=C(OCC1)C#N)C#N 5,6-dihydro-1,4-dioxine-2,3-Dicarbonitrile